C(CCCCC)C1=C(C=CC(=C1)C#N)C1=CC=CC=C1 Hexyl-4-biphenylcarbonitrile